1-(tetrahydro-2H-pyran-4-yl)-1H-pyrrolo[2,3-b]Pyridine-6-carboxylic acid methyl ester COC(=O)C1=CC=C2C(=N1)N(C=C2)C2CCOCC2